N-[1-[2,2-difluoro-5-azaspiro[2.4]heptan-5-yl]-1-oxobutan-2-yl]-4,6-difluoro-1H-indole-2-carboxamide FC1(CC12CN(CC2)C(C(CC)NC(=O)C=2NC1=CC(=CC(=C1C2)F)F)=O)F